(S)-4-(2-Cyclopropyl-benzyl)-6-[1-(2-fluoro-6-methyl-phenyl)-piperidin-4-yl]-7-methyl-2,4,6,7-tetrahydro-pyrazolo[4,3-d]pyrimidin-5-on C1(CC1)C1=C(CN2C(N([C@H](C=3C2=CNN3)C)C3CCN(CC3)C3=C(C=CC=C3C)F)=O)C=CC=C1